FC=1C=C2CCCOC2=CC1 6-Fluorochroman